tert-butyl rel-N-[(1R,3R,4R)-3-(4-chlorophenyl)-4-(thiomorpholine-4-carbonyl)cyclopentyl]carbamate ClC1=CC=C(C=C1)[C@@H]1C[C@H](C[C@H]1C(=O)N1CCSCC1)NC(OC(C)(C)C)=O |o1:7,9,11|